4-(1H-imidazo[4,5-f][1,10]phenanthroline-2-yl)phenol N1C(=NC2=C3C=CC=NC3=C3N=CC=CC3=C21)C2=CC=C(C=C2)O